Acrylnitryl-Methyl-methacrylat C(=O)(C=C)CC(C(=O)[O-])=C(C)[N+](=O)[O-]